pentaglycine C(C(=O)NCC(=O)NCC(=O)NCC(=O)NCC(=O)O)N